N[C@H]1[C@@H](CN(CC1)CC(F)(F)F)OC=1C=C2CN(C(C2=CC1)=O)C1C(NC(CC1)=O)=O 3-(5-((trans-4-amino-1-(2,2,2-trifluoroethyl)piperidin-3-yl)oxy)-1-oxoisoindolin-2-yl)piperidine-2,6-dione